N1=C(C=CC=2CCCNC12)CCCCCO[C@H]1CN(CC1)[C@H](C(=O)O)C1=C(C=CC(=C1)C1COCC1)OC(F)(F)F (2S)-2-((R)-3-((5-(5,6,7,8-tetrahydro-1,8-naphthyridin-2-yl)pentyl)oxy)pyrrolidin-1-yl)-2-(5-(tetrahydrofuran-3-yl)-2-(trifluoromethoxy)phenyl)acetic acid